ClC(OC1=CC=C(C=C1)NC(C1=CC(=CC=C1)C=1C=NC=NC1)=O)(F)F N-[4-[chloro(difluoro)methoxy]phenyl]-3-pyrimidin-5-yl-benzamide